N,N,N',N'-tetraMethylhexamethylenediamine CN(CCCCCCN(C)C)C